5-chloro-N-(cyanomethyl)-6-fluoro-4-(2-((1S,2S)-2-fluorocyclopropane-1-carboxamido)pyrazolo[1,5-a]pyridin-5-yl)-N-methyl-1H-indazole-7-carboxamide ClC=1C(=C2C=NNC2=C(C1F)C(=O)N(C)CC#N)C1=CC=2N(C=C1)N=C(C2)NC(=O)[C@H]2[C@H](C2)F